1-(4-(3-chlorophenoxy)piperidin-1-yl)-2-(3-(4-(fluoromethyl)-4-hydroxypiperidine-1-carbonyl)-4,5,6,7-tetrahydro-1H-indazol-1-yl)ethanone ClC=1C=C(OC2CCN(CC2)C(CN2N=C(C=3CCCCC23)C(=O)N2CCC(CC2)(O)CF)=O)C=CC1